tert-butyl 7-[4-[3-cyano-4-[6-[4-(isopropylcarbamoyl)-4-methyl-1-piperidyl]-3-pyridyl]pyrazolo[1,5-a]pyridin-6-yl]pyrazol-1-yl]-2-azaspiro[3.5]nonane-2-carboxylate C(#N)C=1C=NN2C1C(=CC(=C2)C=2C=NN(C2)C2CCC1(CN(C1)C(=O)OC(C)(C)C)CC2)C=2C=NC(=CC2)N2CCC(CC2)(C)C(NC(C)C)=O